6-(4-chloro-2-fluoro-3-methylphenyl)-5-fluoropyridin ClC1=C(C(=C(C=C1)C1=C(C=CC=N1)F)F)C